BrC1=C2C(=C(N=C1)C#N)NC=C2 4-bromo-1H-pyrrolo[2,3-c]pyridine-7-carbonitrile